FC(C(CCC)(Cl)Cl)(F)F 1,1,1-trifluoro-2,2-dichloropentane